O[C@@H](CNC(=O)C=1C=NN2C1N=C(C=C2)N2[C@H](CCC2)C=2C(=NC=C(C2)F)OC)CO N-((S)-2,3-dihydroxypropyl)-5-((R)-2-(5-fluoro-2-methoxypyridin-3-yl)pyrrolidin-1-yl)pyrazolo[1,5-a]pyrimidine-3-carboxamide